OCCOC(C=C)=O.C1(\C=C/C(=O)O1)=O.[Na] sodium maleic anhydride mono-hydroxyethyl-acrylate